CC1SC=C(N1C)C 2,3,4-trimethyl-1,3-thiazole